CCCCCCCCCCCCCCCC[N+](C)(C)C.[Br-] 1-hexadecyltrimethylammonium bromide